[N+](=O)([O-])NC(=O)N nitrourea